C1(CC1)S(=O)(=O)NC1=NC=CC(=N1)[C@@](C(=O)NC1=NC=C(C=C1)C1=NC(=CN=C1)OCC)(CC)F (R)-2-(2-(cyclopropanesulfonamido)pyrimidin-4-yl)-N-(5-(6-ethoxypyrazin-2-yl)pyridin-2-yl)-2-fluorobutanamide